4-cyclopropyl-6-oxo-1,6-dihydropyridine-3-carboxylic acid ethyl ester C(C)OC(=O)C1=CNC(C=C1C1CC1)=O